NC1=NC(=C(C(=N1)OC)OCC#N)OC 2-(2-amino-4,6-dimethoxy-pyrimidin-5-yl)oxyacetonitrile